Ethyl-2-[4,10-bis(2-tert-butoxy-2-oxoethyl)-1,4,7,10-tetraazacyclododecan-1-yl]-3-[4-(2-ethoxyethoxy)phenyl]propanoate C(C)OC(C(CC1=CC=C(C=C1)OCCOCC)N1CCN(CCNCCN(CC1)CC(OC(C)(C)C)=O)CC(=O)OC(C)(C)C)=O